P(=O)(O)(O)O.C1(=CC=CC2=CC=CC=C12)CNC(C[C@H](C)C(C(=O)N)(CCC(=O)N)NC(CCC1=CC=CC=C1)=O)=O ((S)-4-((naphthalen-1-ylmethyl)amino)-4-oxobutan-2-yl)-2-(3-phenylpropionylamino)glutaramide Dihydrogenphosphat